5-((3R)-7-(Aminomethyl)-9-(1-(4-(difluoromethoxy)phenyl)ethyl)-3-methyl-10-oxo-1,2,3,4,7,8,9,10-octahydropyrido[4',3':3,4]pyrrolo[1,5-a]pyrazine-2-carbonyl)-2-chlorobenzonitrile NCC1CN(C(C=2C1=CN1C2CN([C@@H](C1)C)C(=O)C=1C=CC(=C(C#N)C1)Cl)=O)C(C)C1=CC=C(C=C1)OC(F)F